FC(OC1=NC=CC(=C1)COC1=CC=CC(=N1)C=1CCN(CC1)C(=O)OC(C)(C)C)F tert-butyl 6-((2-(difluoromethoxy) pyridin-4-yl) methoxy)-3',6'-dihydro-[2,4'-bipyridine]-1'(2'H)-carboxylate